(Z)-N-[1-[(2-chloro-pyrimidin-5-yl)methyl]-2-pyridylidene]-2,2,2-trifluoro-acetamide ClC1=NC=C(C=N1)CN1\C(\C=CC=C1)=N/C(C(F)(F)F)=O